C1=CC2=C(C=3C=CC=CC13)C=1C(=CC=C3C=CC=CC13)OP(O2)N(C)C (3,5-dioxa-4-phosphacyclohepta[2,1-a:3,4-a']dinaphthalene-4-yl)dimethylamine